4-chloro-1-(3-methoxyphenethyl)-1H-pyrrolo[3,2-c]quinoline ClC1=NC=2C=CC=CC2C2=C1C=CN2CCC2=CC(=CC=C2)OC